TETRAHYDROPYRAN-4-YL-7H-IMIDAZO[1,5-a]PYRAZIN-8-ONE O1CCC(CC1)C=1N=CN2C1C(NC=C2)=O